deuteroibuprofen [2H]C(C(O)=O)(C)C1=CC=C(CC(C)C)C=C1